(2S)-2-[4-bromo-2-(4-ethoxy-4,5-dihydroisoxazol-3-yl)phenoxy]-3-cyclobutyl-propionic acid methyl ester COC([C@H](CC1CCC1)OC1=C(C=C(C=C1)Br)C1=NOCC1OCC)=O